3,4-Difluoro-2-isopropyl-5-(quinazolin-2-yl)phenol FC=1C(=C(C=C(C1F)C1=NC2=CC=CC=C2C=N1)O)C(C)C